tert-butyl (R)-3-((2-(N,N-bis(4-methoxybenzyl)sulfamoyl)-4-bromo-3-(1H-tetrazol-5-yl)phenyl)sulfonamido)pyrrolidine-1-carboxylate COC1=CC=C(CN(S(=O)(=O)C2=C(C=CC(=C2C2=NN=NN2)Br)S(=O)(=O)N[C@H]2CN(CC2)C(=O)OC(C)(C)C)CC2=CC=C(C=C2)OC)C=C1